FC=1C(=CC(=NC1)OC)[C@H](C(=O)N1C[C@@]2(NC3=NC(=C(C=C3CC2)C2=NC=CC=N2)C)CC1)C (R)-2-(5-fluoro-2-methoxypyridin-4-yl)-1-((S)-7'-methyl-6'-(pyrimidin-2-yl)-3',4'-dihydro-1'H-spiro[pyrrolidin-3,2'-[1,8]naphthyridin]-1-yl)propan-1-one